C(CC)SC=CC 1-(propylthio)-1-propene